ClC=1C(=NC=C(C1)C(F)(F)F)N1C(C2(CC1)CCN(CC2)C2=CN=C1C(=N2)N(N=C1)CC(F)F)=O 2-(3-chloro-5-(trifluoromethyl)pyridin-2-yl)-8-(1-(2,2-difluoroethyl)-1H-pyrazolo[3,4-b]pyrazin-6-yl)-2,8-diazaspiro[4.5]decan-1-one